6-methyl-mercapto-purine CC1=C2NC=NC2=NC(=N1)S